1-((1-((2S,4R)-4-(Methylamino)-2-phenylpiperidine-1-carbonyl)piperidin-4-yl)methyl)-4-phenylpyridin-2(1H)-one CN[C@H]1C[C@H](N(CC1)C(=O)N1CCC(CC1)CN1C(C=C(C=C1)C1=CC=CC=C1)=O)C1=CC=CC=C1